C(C(C)C)[C@@H]1N2[C@@H](CC3=C1NC=1C=C(C=CC31)OC)C(N[C@H](C2=O)CCC(=O)NC(C)C)=O 3-((3S,6S,12aS)-6-isobutyl-9-methoxy-1,4-dioxo-1,2,3,4,6,7,12,12a-octahydropyrazino[1',2':1,6]pyrido[3,4-b]indol-3-yl)-N-isopropylpropanamide